3-(3-Chloro-4-fluorophenyl)-1-ethyl-1-(2-methyl-1-(1-oxo-1,2-dihydroisoquinolin-4-yl)propyl)urea ClC=1C=C(C=CC1F)NC(N(C(C(C)C)C1=CNC(C2=CC=CC=C12)=O)CC)=O